O=C([C@H](C)NC(OC(C)(C)C)=O)N1CCNCC1 tert-butyl (S)-(1-oxo-1-(piperazin-1-yl)propan-2-yl)carbamate